C12C3CCCC3(CC1)C2 Tricyclo[4.2.1.02,6]nonan